C(C)(C)(C)OC(N(CCC1=CC=CC=C1)CCCN(C(=O)OC(C)(C)C)C[C@H]1C[C@@H]([C@@H]2OC(O[C@@H]21)(C)C)O)=O tert-Butyl-N-[3-({[(3aR,4R,6S,6aS)-6-hydroxy-2,2-dimethyl-tetrahydro-3aH-cyclopenta[d][1,3]dioxol-4-yl]methyl}(tert-butoxycarbonyl)amino)propyl]-N-(2-phenylethyl)carbamate